tetracyclo[6.2.1.13,6.02,7]dodec-9-ene-4-ol Zinc [Zn].C12C3C4C(CC(C3C(C=C1)C2)C4)O